7-(8-Ethyl-7-fluoro-3-(methoxymethoxy)naphthalen-1-yl)-8-fluoro-2-(((2R,7aS)-2-fluorotetrahydro-1H-pyrrolizin-7a(5H)-yl)methoxy)pyrido[4,3-d]pyrimidin-4-ol C(C)C=1C(=CC=C2C=C(C=C(C12)C1=C(C=2N=C(N=C(C2C=N1)O)OC[C@]12CCCN2C[C@@H](C1)F)F)OCOC)F